ClC1=CC=CC(=C1)[N+](=O)[O-] 2-chloro-4-nitrobenzene